7-(5-(5-((1R,5S,8s)-8-amino-3-azabicyclo[3.2.1]oct-3-yl)-1,3,4-thiadiazol-2-yl)-4-(isopropylamino)pyridin-2-yl)pyrrolo[1,2-b]pyridazine-3-carbonitrile NC1[C@H]2CN(C[C@@H]1CC2)C2=NN=C(S2)C=2C(=CC(=NC2)C2=CC=C1N2N=CC(=C1)C#N)NC(C)C